N'-(tert-butyldimethyl-silyl)-5-(2-hydroxypropan-2-yl)-1-phenyl-1H-pyrazole-3-sulfonimidamide C(C)(C)(C)[Si](N=S(=O)(N)C1=NN(C(=C1)C(C)(C)O)C1=CC=CC=C1)(C)C